(R)-N'-((1,2,3,5,6,7-hexahydro-s-indacen-4-yl)carbamoyl)-5'H,7'H-spiro[cyclobutane-1,6'-pyrazolo[5,1-b][1,3]oxazine]-3'-sulfonimidamide C1CCC2=C(C=3CCCC3C=C12)NC(=O)N=[S@](=O)(N)C=1C=NN2C1OCC1(C2)CCC1